Thio-Phosphate P(=S)([O-])([O-])[O-]